C(CC(C)C)OC1=CC=C(C=C1)B(O)O 4-(ISOPENTYLOXY)PHENYLBORONIC ACID